NC=1C2=C(N=CN1)N(C(=C2C2=CC(=C(C(=O)NC1CC(C1)F)C=C2)OC(F)F)C2=CC=C(C=C2)NC(C(=C)C)=O)C 4-(4-amino-6-(4-methacrylamidophenyl)-7-methyl-7H-pyrrolo[2,3-d]pyrimidin-5-yl)-2-(difluoromethoxy)-N-((1r,3r)-3-fluorocyclobutyl)benzamide